3,3',5,5'-Tetravinyl-1,1'-biphenyl C(=C)C=1C=C(C=C(C1)C=C)C1=CC(=CC(=C1)C=C)C=C